N-(2-(2-fluoro-5-methoxypyridin-3-yl)ethyl)-6-(6-(1-hydroxyethyl)pyridin-3-yl)pyrazine-2-carboxamide FC1=NC=C(C=C1CCNC(=O)C1=NC(=CN=C1)C=1C=NC(=CC1)C(C)O)OC